3-(diethylamino)-9-methyl-10H-benzo[c]phenoxazine-10-imine C(C)N(C=1C=CC2=C(C=CC=3N=C4C=C(C(C=C4OC23)=N)C)C1)CC